3-amino-1lambda6-thiane-1,1-dione NC1CS(CCC1)(=O)=O